5-benzoyl-7-methoxy-1,3-dimethyl-1,3,4,5-tetrahydro-2H-benzazepin-2-one C(C1=CC=CC=C1)(=O)C1CC(C(N(C2=C1C=C(C=C2)OC)C)=O)C